cyclobutene-1,2-dicarboxylic acid C1(=C(CC1)C(=O)O)C(=O)O